decyl-triphenylphosphonium tert-butyl-(3R,4R)-3-((5-bromo-1-methyl-1H-pyrazol-4-yl)methoxy)-4-fluoropyrrolidine-1-carboxylate C(C)(C)(C)OC(=O)N1C[C@H]([C@@H](C1)F)OCC=1C=NN(C1Br)C.C(CCCCCCCCC)[P+](C1=CC=CC=C1)(C1=CC=CC=C1)C1=CC=CC=C1